(4-amino-3-methoxyphenyl)dicyclopropylphosphine oxide NC1=C(C=C(C=C1)P(C1CC1)(C1CC1)=O)OC